C=C=CC(C)=O 4-pentadienealdehyde